5-[(6-chloro-1,7-naphthyridin-4-yl)oxy]-6-methyl-pyridin-2-amine ClC=1C=C2C(=CC=NC2=CN1)OC=1C=CC(=NC1C)N